(2R,3R,4R,5S)-1-((1-(2-fluorophenyl)piperidin-4-yl)methyl)-2-methylpiperidine-3,4,5-triol FC1=C(C=CC=C1)N1CCC(CC1)CN1[C@@H]([C@H]([C@@H]([C@H](C1)O)O)O)C